C(C)N1N=C(C(=C1C(=O)NC1=NC2=C3C(N(CCCN13)C)=CC(=C2)C(=O)N)F)C 1-(1-Ethyl-4-fluoro-3-methyl-1H-pyrazole-5-carboxamido)-6-methyl-6,7,8,9-tetrahydro-2,6,9a-triazabenzo[cd]azulene-4-carboxamide